(3-hydroxypropyl)-methylbenzamide OCCCC=1C(=C(C(=O)N)C=CC1)C